CC1NCCCCN(CC(NCCCN(CCNC1)C)(C)C)C 2,7,12,12,14-pentamethyl-1,4,7,11,14-pentaazacyclooctadecane